ClC1=NC=C(C(=N1)C1=C2C(C[C@@H](N3C(=NC(C(=C1)F)=C32)C(C)O)C)=O)F 1-((S)-6-(2-chloro-5-fluoropyrimidin-4-yl)-8-fluoro-3-methyl-3,4-dihydro-5-oxo-1,2a-diazaacenaphthylene-2-yl)ethan-1-ol